FC1=C2C=CN(C2=C(C=C1)C(=O)NC1CC2(C1)CC(C2)C(NS(=O)(=O)C)=O)CC2=CC=C(C=C2)OC(F)(F)F (Ra)-4-Fluoro-N-(6-((methylsulfonyl)carbamoyl)spiro[3.3]heptan-2-yl)-1-(4-(trifluoro-methoxy)benzyl)-1H-indol-7-carboxamid